1,1-Dimethylpyrrolidin-1-ium-3-ol hydroxide [OH-].C[N+]1(CC(CC1)O)C